COC(=O)C=1SC=C(C1C(=O)OC)NC(=O)NC1=C(C=C(C(=C1)CC=1C2=C(SC1)C=CC=C2)OC)F 4-(3-(5-(benzo[b]thiophen-3-ylmethyl)-2-fluoro-4-methoxyphenyl)ureido)thiophene-2,3-dicarboxylic acid dimethyl ester